perfluoro(allylbenzene) FC1=C(C(=C(C(=C1F)F)F)F)C(C(=C(F)F)F)(F)F